C(C(=O)[O-])(=O)[O-].[Ca+2] Calcium oxalat